7-{17-fluoro-7,11-dioxa-20,23,24-triazapentacyclo[17.5.2.12,6.013,18.022,25]heptacosa-1(24),2,4,6(27),13(18),14,16,19,21,25-decaen-5-yl}-hexahydro-1H-[1,3]oxazolo[3,4-a]pyrazin-3-one FC1=CC=CC=2COCCCOC=3C(=CC=C(C4=NNC5=CN=C(C12)C=C45)C3)N3CC4N(CC3)C(OC4)=O